6-chloro-1-(2-cyclohexylethyl)-7-(naphthalen-1-ylmethyl)-5-oxo-8-(3-(trifluoromethyl)phenyl)-1,2,3,5-tetrahydroimidazo[1,2-a]pyridine-3-carboxylic acid ClC1=C(C(=C2N(C1=O)C(CN2CCC2CCCCC2)C(=O)O)C2=CC(=CC=C2)C(F)(F)F)CC2=CC=CC1=CC=CC=C21